C(C)SCC1(CCNCC1)O 4-((ethylthio)methyl)piperidin-4-ol